(S)-methyl-2-((S)-3-cyclopropyl-2-(methylamino)propanamido)-3-((S)-2-oxopiperidin-3-yl)propanoate COC([C@H](C[C@H]1C(NCCC1)=O)NC([C@H](CC1CC1)NC)=O)=O